5-(pyridin-4-yl)-1,3,4-oxadiazole-2-carbohydrazide N1=CC=C(C=C1)C1=NN=C(O1)C(=O)NN